C(C)(C)(C)OC(NCCSC1=C(C(=CC=C1)Br)C=O)=O 2-(3-bromo-2-formylphenylthio)ethylcarbamic acid tert-butyl ester